(S)-3-(1'-(3-(1-(((R)-1,4-dioxan-2-yl)methyl)-1H-pyrazol-4-yl)benzyl)-6-oxo-6,8-dihydro-2H,7H-spiro[furo[2,3-e]isoindole-3,4'-piperidin]-7-yl)piperidine-2,6-dione O1[C@@H](COCC1)CN1N=CC(=C1)C=1C=C(CN2CCC3(CC2)COC2=C4CN(C(C4=CC=C23)=O)[C@@H]2C(NC(CC2)=O)=O)C=CC1